1-(4-(benzyloxy)phenyl)-N1-methylethane-1,2-diamine C(C1=CC=CC=C1)OC1=CC=C(C=C1)C(CN)NC